methyl 2-(3-iodophenyl)-2,5-dimethylhex-5-enoate IC=1C=C(C=CC1)C(C(=O)OC)(CCC(=C)C)C